NC1=C(C=C(C=C1F)Br)CO (2-amino-5-bromo-3-fluoro-phenyl)methanol